FC1(C2(CC1(C2)C)NC(OCC2=CC=CC=C2)=O)F benzyl N-{2,2-difluoro-3-methylbicyclo[1.1.1]pentan-1-yl}carbamate